I.CN1CCCCC1 methylpiperidine hydroiodide